FC(C(=O)O)(F)F.FC(C(=O)O)(F)F.NC1=CC=C(C(=N1)C)CNC([C@H](C)NC(=O)[C@@H]1NC[C@H](C1)C1(CC1)C1=CC=CC=C1)=O (2R,4R)-N-((S)-1-(((6-amino-2-methylpyridin-3-yl)methyl)amino)-1-oxopropan-2-yl)-4-(1-phenylcyclopropyl)pyrrolidine-2-carboxamide di-trifluoroacetate